ClCC=1OC2=C(N1)C=C1C(=C2F)CC(C1)C(=O)OCC ethyl 2-(chloromethyl)-8-fluoro-6,7-dihydro-5H-cyclopenta[f][1,3]benzoxazole-6-carboxylate